C1=CC=C2C=C3C(=CC2=C1)C=CC(=C3O)O Dihydroxyanthracene